(E)-ethyl 5-(4-bromostyryl)-1,3-diphenyl-1H-pyrazole-4-carboxylate BrC1=CC=C(/C=C/C2=C(C(=NN2C2=CC=CC=C2)C2=CC=CC=C2)C(=O)OCC)C=C1